8-((2S,5R)-4-acryloyl-2,5-dimethylpiperazin-1-yl)-10-chloro-11-(2,4-difluorophenyl)-2H-spiro[[1,4]oxazepino[2,3,4-ij]quinazoline-3,3'-oxetan]-6(4H)-one C(C=C)(=O)N1C[C@@H](N(C[C@H]1C)C1=NC(N2C3=C(C(=C(C=C13)Cl)C1=C(C=C(C=C1)F)F)OCC1(COC1)C2)=O)C